CN1CCN(CC1)C1=CC=C(C=N1)C1(NC=C(C(=N1)NC=1C=CC2=C(N(C(O2)=O)C(C)C)C1)C)N 2-(6-(4-methylpiperazin-1-yl)pyridin-3-yl)-N4-(3-isopropylbenzo[d]oxazol-2(3H)-one-5-yl)-5-methylpyrimidine-2,4-diamine